C[C@H]1OCCN(C1)C1=CC=NN1 5-((R)-2-methylmorpholino)pyrazole